COC=C(C(=O)OCCOCCOCCO)C triethylene glycol methoxymethacrylate